2-(1-(2-(4-(ethylsulfonyl)phenyl)-6-methyl-1-(1-methyl-1H-indazol-5-yl)-7-oxo-6,7-dihydro-3H-spiro[dipyrrolo[2,3-b:3',2'-d]pyridine-8,4'-piperidin]-1'-yl)cyclobutyl)acetonitrile C(C)S(=O)(=O)C1=CC=C(C=C1)C1=C(C=2C(=NC=C3C2C2(CCN(CC2)C2(CCC2)CC#N)C(N3C)=O)N1)C=1C=C3C=NN(C3=CC1)C